OC=1C(=C(C(=CC1)C)NC(=O)C1=CN=C(S1)NC=1C=C(N(N1)C)C(=O)O)C 5-[[5-[(3-hydroxy-2,6-dimethyl-phenyl)carbamoyl]thiazol-2-yl]amino]-2-methyl-pyrazole-3-carboxylic acid